Methyl 3-((3-butyl-5-(4-fluorophenyl)-2-methyl-7-(methylthio)-1,1-dioxido-2,3,4,5-tetrahydro-1,2,5-benzothiadiazepin-8-yl)oxy)-2,2-dimethylpropanoate C(CCC)C1N(S(C2=C(N(C1)C1=CC=C(C=C1)F)C=C(C(=C2)OCC(C(=O)OC)(C)C)SC)(=O)=O)C